BrC1=CC=C2C3(CC=4C(=NOC4C2=C1)C=1C(=C(C=CC1)S(=O)(=O)NCC[Si](C)(C)C)OC)CC3 (8'-bromo-4'H-spiro[cyclopropane-1,5'-naphtho[2,1-d]isoxazol]-3'-yl)-2-methoxy-N-(2-(trimethylsilyl)ethyl)benzenesulfonamide